4,5-dibromo-1H-1,2,3-triazole BrC=1N=NNC1Br